C(C1=CC=CC=C1)N1[C@H](CN(CC1)CC1=CC=CC=C1)CC#N 2-[(2S)-1,4-dibenzylpiperazin-2-yl]acetonitrile